CC1=NC2=C(N1CC1OCC1)C=C(C=C2)C(=O)O methyl-1-((oxetan-2-yl)methyl)-1H-benzo[d]imidazole-6-carboxylic acid